(R,Z)-N-(5-((5-fluoro-2-oxoindol-3-ylidene)methyl)-4-methyl-1H-pyrrol-3-yl)pyrrolidine-3-carboxamide hydrochloride Cl.FC=1C=C2/C(/C(NC2=CC1)=O)=C/C1=C(C(=CN1)NC(=O)[C@H]1CNCC1)C